[Sb]([O-])([O-])([O-])=O.[Li+].[Li+].[Li+] lithium antimonate